trans-(P)-1-(5-fluoro-2-methoxy-4-(3-(trifluoromethyl)cyclobutyl)phenyl)-2-oxo-N-(pyrimidin-2-yl)-1,2-dihydroquinoline-6-sulfonamide FC=1C(=CC(=C(C1)N1C(C=CC2=CC(=CC=C12)S(=O)(=O)NC1=NC=CC=N1)=O)OC)[C@@H]1C[C@H](C1)C(F)(F)F